3-(dimethylamino)-1-(3-hydroxyphenyl)propan-1-one CN(CCC(=O)C1=CC(=CC=C1)O)C